Cl.Cl.CC=1C(=NC=C(C1)C1=NN(C(=N1)C(F)(F)F)C)N[C@@H]1CNCC1 methyl-5-[1-methyl-5-(trifluoromethyl)-1H-1,2,4-triazol-3-yl]-N-[(3S)-pyrrolidin-3-yl]pyridin-2-amine, dihydrochloride